C(C=C)(=O)OCCOCCC 2-methylethoxyethyl acrylate